4-((1-(4-chlorophenyl)piperidin-4-yl)amino)-1H-1,2,3-triazole-5-carboxylic acid 2,2,2-trifluoroacetate FC(C(=O)O)(F)F.ClC1=CC=C(C=C1)N1CCC(CC1)NC=1N=NNC1C(=O)O